CN(C=1C(=CC=CC1)N)C N1,N1-Dimethylbenzene-1,2-diamine